O(C1=CC=CC=C1)C1=CC=C(C=C1)C1=NN(C2=C1C=NC=C2)C[C@H]2N(CCC2)C(C=C)=O (S)-1-(2-((3-(4-phenoxyphenyl)-1H-pyrazolo[4,3-c]pyridin-1-yl)methyl)pyrrolidin-1-yl)prop-2-en-1-one